N1C=C(C2=CC=CC=C12)CCN(CCOCCOCCNC1=C2C(N(C(C2=CC=C1)=O)C1C(NC(CC1)=O)=O)=O)CC1=CC=C(C=C1)/C=C/C(=O)NO (E)-3-(4-(((2-(1H-indol-3-yl)ethyl)(2-(2-(2-((2-(2,6-dioxopiperidin-3-yl)-1,3-dioxoisoindolin-4-yl)amino)ethoxy)ethoxy)ethyl)amino)methyl)phenyl)-N-hydroxyacrylamide